FC=1C(=CC=2C3=C(NC(C2C1)=O)COC[C@@H]3N(C(=O)C=3NC1=CC(=C(C(=C1C3)F)F)F)C)F (R)-N-(8,9-Difluoro-6-oxo-1,4,5,6-tetrahydro-2H-pyrano[3,4-c]isoquinolin-1-yl)-4,5,6-trifluoro-N-methyl-1H-indole-2-carboxamide